butyl 3-mercaptoisobutyrate SCC(C(=O)OCCCC)C